2'-bromo-4'-fluoro-spiro[cyclohexane-1,1'-indene]-4-one BrC=1C2(C3=CC=CC(=C3C1)F)CCC(CC2)=O